2-((2-(2-(4,4-dimethylpiperidin-1-yl)-6-methyl-4-oxo-4H-chromen-8-yl)propan-2-yl)amino)benzoic acid CC1(CCN(CC1)C=1OC2=C(C=C(C=C2C(C1)=O)C)C(C)(C)NC1=C(C(=O)O)C=CC=C1)C